FC1=C(C(=CC=C1NS(=O)(=O)CC1CC(CC1)O)F)C1=CC=C2C(=NNC2=C1F)C(=O)NC 6-[2,6-difluoro-3-[(3-hydroxycyclopentyl)methanesulfonamido]phenyl]-7-fluoro-N-methyl-1H-indazole-3-carboxamide